BrC=1C=NC(=NC1)CNC=O N-((5-bromopyrimidin-2-yl)methyl)formamide